2-(4-(difluoromethoxy)benzyl)-N-(diphenylmethylene)-1-isopropyl-1H-benzo[d]imidazole-6-amine FC(OC1=CC=C(CC2=NC3=C(N2C(C)C)C=C(C=C3)N=C(C3=CC=CC=C3)C3=CC=CC=C3)C=C1)F